C[C@H]1N(CCNC1)C1=CC=C(C=C1)O (R)-4-(2-methylpiperazin-1-yl)phenol